FC(C1CCN(CC1)C(=O)C1=CC=C(C=C1)C1(COC1)O)(C1=CC=C(C=C1)C(F)(F)F)F (4-(difluoro(4-(trifluoromethyl)phenyl)methyl)piperidin-1-yl)(4-(3-hydroxyoxetan-3-yl)phenyl)methanone